N1N=C(C=C1)C=1C=C(CN2CCC3(CC2)COC2=C4CN(C(C4=CC=C23)=O)C2C(NC(CC2)=O)=O)C=CC1 3-(1'-(3-(1H-pyrazol-3-yl)benzyl)-6-oxo-6,8-dihydro-2H,7H-spiro[furo[2,3-e]isoindole-3,4'-piperidin]-7-yl)piperidine-2,6-dione